2-(9-Oxoxanthen-2-yl)propionic acid 1,5,7-triazabicyclo[4.4.0]-dec-5-ene salt N12CCCN=C2NCCC1.O=C1C2=CC=CC=C2OC=2C=CC(=CC12)C(C(=O)O)C